N1C(=CC=C1)\C=C\1/C(NC2=C(C=C(C(=C12)C)C1=C(C2=C(OCCN2)N=C1)C)F)=O (Z)-3-((1H-pyrrol-2-yl)methylene)-7-fluoro-4-methyl-5-(8-methyl-2,3-dihydro-1H-pyrido[2,3-b][1,4]oxazin-7-yl)indolin-2-one